2-(4-oxothieno[2,3-d]pyridazin-5(4H)yl)acetamide O=C1C2=C(C=NN1CC(=O)N)SC=C2